C(C)OC1=C(C=C2C(=NC=NC2=C1)C=1C(=NN(C1)C)C1=CC=CC=C1)OC1CCOCC1 7-ethoxy-4-(1-methyl-3-phenyl-1H-pyrazol-4-yl)-6-((tetrahydro-2H-pyran-4-yl)oxy)quinazoline